dipalmitoyl-trimethyl-ammonium C(CCCCCCCCCCCCCCC)(=O)C([NH+](C)C)C(CCCCCCCCCCCCCCC)=O